N(C(=S)N)N=CC1=CC(=CC(=C1)O)O 1-((thioureidoimino)methyl)-3,5-dihydroxybenzene